C(C)C1(COC1)COCCC[Si](C)(C)OCC 3-ethyl-3-[{3-(ethoxydimethylsilyl)propoxy}methyl]oxetane